N-acetyl-threoninamide C(C)(=O)NC([C@@H](N)[C@H](O)C)=O